3-chloro-5,6-dibromoindole ClC1=CNC2=CC(=C(C=C12)Br)Br